N(=C=O)C1C(CCCC1(C)C)(C)CCN=C=O isocyanato-1-(2-isocyanatoeth-1-yl)-1,3,3-trimethylcyclohexane